tert-Butyl 3-(4-(difluoro(2-methyloxiran-2-yl)methoxy)-7-(thiazol-2-yl)benzo[d]oxazol-2-yl)-3,6-diazabicyclo[3.1.1]heptane-6-carboxylate FC(OC1=CC=C(C2=C1N=C(O2)N2CC1N(C(C2)C1)C(=O)OC(C)(C)C)C=1SC=CN1)(C1(OC1)C)F